(Sa,R)-6-(1-(1-(5-cyclopropylpyrimidin-2-yl)ethyl)-4-(propane-1-yn-1-yl)-1H-Indazole-7-carboxamido)spiro[3.3]heptane-2-carboxylate C1(CC1)C=1C=NC(=NC1)[C@@H](C)N1N=CC2=C(C=CC(=C12)C(=O)NC1CC2(CC(C2)C(=O)[O-])C1)C#CC